trans-1,2-dibromo-3,3-dimethyl-1-butene BrC=C(C(C)(C)C)Br